Tert-butyl N-[3-[4-[3-[(5S)-3-(2,6-dioxo-3-piperidyl)-2-oxo-oxazolidin-5-yl]phenyl]but-3-ynoxy]propyl]carbamate O=C1NC(CCC1N1C(O[C@H](C1)C=1C=C(C=CC1)C#CCCOCCCNC(OC(C)(C)C)=O)=O)=O